tert-Butyl (4-((4-(((tert-butyldimethylsilyl)oxy)methyl)bicyclo[2.2.2]octan-1-yl)methyl)phenyl)carbamate [Si](C)(C)(C(C)(C)C)OCC12CCC(CC1)(CC2)CC2=CC=C(C=C2)NC(OC(C)(C)C)=O